C(C)(=O)NC1=CC=C(CNC2=CC(=C(C=C2)NC(CCCCCC)=O)N)C=C1 N-(4-((4-Acetamidobenzyl)amino)-2-aminophenyl)heptanamid